(3S,4S)-4-{[5-(2,4-Difluoro-phenyl)-[1,3,4]thiadiazole-2-carbonyl]amino}-piperidine-3-carboxylic Acid (1-pyrimidin-2-yl-cyclopropyl)-amide N1=C(N=CC=C1)C1(CC1)NC(=O)[C@H]1CNCC[C@@H]1NC(=O)C=1SC(=NN1)C1=C(C=C(C=C1)F)F